C(C1=CC=CC=C1)NS(=O)(=O)C1=CC(=CC=C1)C=1C=CC=2N=CN=C(C2N1)N1C[C@H](O[C@H](C1)C)C N-benzyl-3-{4-[(2R,6S)-2,6-dimethylmorpholin-4-yl]pyrido[3,2-d]pyrimidin-6-yl}benzene-1-sulfonamide